ON=C(C=O)C#N N-hydroxy-2-oxoacetimidoyl cyanide